FC1=C(C=CC(=C1)F)C1=NC(=CN2C1=NC1=C(C2=O)COC1)C1CC(OCC1)C1=CC(=NC=C1)C 5-(2,4-difluorophenyl)-7-(2-(2-methylpyridin-4-yl)tetrahydro-2H-pyran-4-yl)-1,3-dihydro-10H-furo[3,4-d]pyrazino[1,2-a]pyrimidin-10-one